5-Ethyl-2-fluoro-4-(3-(5-(1-methylpiperidin-4-yl)-4,5,6,7-tetrahydro-1H-imidazo[4,5-c]pyridin-2-yl)-1H-indazol-6-yl)phenol hydrate O.C(C)C=1C(=CC(=C(C1)O)F)C1=CC=C2C(=NNC2=C1)C=1NC2=C(CN(CC2)C2CCN(CC2)C)N1